N-((3S,4R)-4-cyano-1-(7-(8-ethynyl-3-hydroxynaphthalen-1-yl)-8-fluoro-2-((tetrahydro-1H-pyrrolizin-7a(5H)-yl)methoxy)pyrido[4,3-d]pyrimidin-4-yl)azepan-3-yl)acrylamide C(#N)[C@H]1[C@@H](CN(CCC1)C=1C2=C(N=C(N1)OCC13CCCN3CCC1)C(=C(N=C2)C2=CC(=CC1=CC=CC(=C21)C#C)O)F)NC(C=C)=O